FC1=C(C(=CC(=C1)O)F)NC(OC(C)(C)C)=O tert-butyl (2,6-difluoro-4-hydroxyphenyl)carbamate